ClC=1C=C(N)C=CC1Cl (l)-3,4-dichloroaniline